ethyl (Z)-2-(3-methylindol-1-yl)-3-[(4-methyl-5-oxo-2H-furan-2-yl)oxy]prop-2-enoate CC1=CN(C2=CC=CC=C12)\C(\C(=O)OCC)=C/OC1OC(C(=C1)C)=O